OC=1C=C(C=CC1)C#CCN1C(N(C(C=2N(C(=NC12)S(=O)(=O)C)C)=O)C)=O 3-(3-(3-Hydroxyphenyl)prop-2-yn-1-yl)-1,7-dimethyl-8-(methylsulfonyl)-3,7-dihydro-1H-purin-2,6-dion